2-(4-amino-6-bromo-9H-pyrimido[4,5-b]indol-9-yl)acetic acid NC1=NC=NC=2N(C3=CC=C(C=C3C21)Br)CC(=O)O